((3ar,6as)-5-(6-(2-fluoropropane-2-yl)-4-methylpyridin-2-yl)hexahydropyrrolo[3,4-c]pyrrol-2(1H)-yl)methanone FC(C)(C)C1=CC(=CC(=N1)N1C[C@@H]2[C@H](C1)CN(C2)C=O)C